OC=1C(=C(C(=CC1Cl)Cl)CCC(=O)O)Cl 3-(3-hydroxy-2,4,6-trichlorophenyl)-propionic acid